C(C)(C)(C)C=1C=C(N(N1)C1=CC(=CC=C1)OC)NC(OCC(Cl)(Cl)Cl)=O 2,2,2-trichloroethyl N-[5-tert-butyl-2-(3-methoxyphenyl)pyrazol-3-yl]carbamate